ClC1=C(C=CC=C1)[C@@H]([C@@H](C)C=1N(C(C(=C(N1)C(=O)NC=1C=NOC1)O)=O)C)C1=NC(=CN=C1C)C 2-((1R,2R)-1-(2-chlorophenyl)-1-(3,6-dimethylpyrazin-2-yl)propan-2-yl)-5-hydroxy-N-(isoxazol-4-yl)-1-methyl-6-oxo-1,6-dihydropyrimidine-4-carboxamide